(2-(((2-Bromo-5-(trifluoromethyl)pyrazolo[1,5-a]pyrimidin-7-yl)amino)methyl)-2-phenylcyclopropyl)methanol BrC1=NN2C(N=C(C=C2NCC2(C(C2)CO)C2=CC=CC=C2)C(F)(F)F)=C1